C(C)(C)(C)OC(=O)N1[C@H](C[C@H](C1)O[Si](C1=CC=CC=C1)(C1=CC=CC=C1)C(C)(C)C)COC (2r,4r)-4-((tert-butyldiphenylsilyl)oxy)-2-(methoxymethyl)pyrrolidine-1-carboxylic acid tert-butyl ester